Cl.NC1CC2CCC(C1)N2C(=O)C=2SC(=C(C2)C2=CC=C1C=NNC1=C2)C2=CC1=C(C(=NO1)C)C=C2F (3-amino-8-azabicyclo[3.2.1]octane-8-yl)(5-(5-fluoro-3-methylbenzo[d]isoxazol-6-yl)-4-(1H-indazol-6-yl)thiophen-2-yl)methanone hydrochloride